C(C1=CC=CC=C1)ON1C(C=CC=C1CN1CCNCCNCCNCC1)=O 1-(benzyloxy)-6-(1,4,7,10-tetraazacyclododecan-1-ylmethyl)pyridin-2-one